4-(4-Methoxy-2-methylphenyl)-5-(quinolin-2-yl)-2,4-dihydro-3H-1,2,4-triazole-3-thione COC1=CC(=C(C=C1)N1C(NN=C1C1=NC2=CC=CC=C2C=C1)=S)C